1-(1-methyl-1H-imidazol-5-yl)methanamine CN1C=NC=C1CN